ClC=1C=C2C=CC=C(C2=CC1OC)CCNC(C)=O N-(2-(6-chloro-7-methoxynaphthalen-1-yl)ethyl)acetamide